N4-(4,4-difluorocyclohexyl)-6-(methoxymethyl)imidazo[2,1-f][1,2,4]triazine-4,7-dicarboxamide FC1(CCC(CC1)NC(=O)C1=NC=NN2C1=NC(=C2C(=O)N)COC)F